2,4-dichlorophenoxyacetic acid magnesium [Mg].ClC1=C(OCC(=O)O)C=CC(=C1)Cl